COCCOC=1C=C(C=CC1)C1C(C(N(CC1)C(=O)OC(C)(C)C)C)COC=1C=C2C(NCC2=CC1)=O (-)-tert-Butyl (trans,trans)-4-[3-(2-methoxyethoxy)phenyl]-2-methyl-3-{[(3-oxo-2,3-dihydro-1H-isoindol-5-yl) oxy]methyl}piperidine-1-carboxylate